5-(2-chlorophenyl)-N-(3-cyanophenyl)isoxazole-4-carboxamide ClC1=C(C=CC=C1)C1=C(C=NO1)C(=O)NC1=CC(=CC=C1)C#N